FC=1C=C(CN2CC(C(C2)C)C=2NC(C3=C(N2)C(=NN3)C3CCOCC3)=O)C=CC1 (-)-5-[1-(3-fluorobenzyl)-4-methylpyrrolidin-3-yl]-3-(tetrahydro-2H-pyran-4-yl)-1H-pyrazolo[4,3-d]pyrimidin-7(6H)-one